4-Chloro-3,5'-difluoro-6-(1-hydroxyethyl)-3-methylbiphenyl-2-carboxylic Acid ClC=1C(C(C(=C(C1)C(C)O)C1=CC=CC(=C1)F)C(=O)O)(C)F